(2S*)-2-amino-3-{4-[2-(dihydroxyboranyl)ethyl]-2-fluorophenyl}propanoic acid N[C@H](C(=O)O)CC1=C(C=C(C=C1)CCB(O)O)F |o1:1|